C(C)(C)(C)C1=CC(=CC=C1O)CC=C 6-tertiary butyl-para-allylphenol